FC=1C=C(C=CC1OC)NC1=NC=NC2=CC=C(C=C12)C1=CNC2=NC=CC=C21 N-(3-fluoro-4-methoxyphenyl)-6-(1H-pyrrolo[2,3-b]pyridin-3-yl)quinazolin-4-amine